2-(methoxymethoxy)-4-nitroaniline COCOC1=C(N)C=CC(=C1)[N+](=O)[O-]